2-mercaptomethylbutyric acid SCC(C(=O)O)CC